C(CCCCCCC\C=C\CCCCCCCC)(=O)OC methyl trans-oleate